C(C)(=O)N[C@H](C(=O)O)CCCCN (2S)-2-acetamido-6-amino-hexanoic acid